(1R,2R)-2-(8-(2-(3-methyl-1H-pyrazol-4-yl)pyrido[3,4-d]pyrimidin-4-yl)-2,8-diazaspiro[4.5]decan-2-yl)cyclopentan-1-ol CC1=NNC=C1C=1N=C(C2=C(N1)C=NC=C2)N2CCC1(CCN(C1)[C@H]1[C@@H](CCC1)O)CC2